N-(4-{[6-(5-chloro-2-fluorophenyl)-3-[(2-hydroxy-ethyl)sulfanyl]pyridazin-4-yl]-amino}pyridin-2-yl)-3-(4-methylpiperidin-1-yl)cyclobutane-1-carboxamide ClC=1C=CC(=C(C1)C1=CC(=C(N=N1)SCCO)NC1=CC(=NC=C1)NC(=O)C1CC(C1)N1CCC(CC1)C)F